O1C(=CC=C1)C(=O)NC=1C=C2C(=CNC2=CC1)C=1CCN(CC1)CCCCCC 5-(2-furoyl)amino-3-(1-hexyl-1,2,3,6-tetrahydropyridin-4-yl)-1H-indole